N=1N(C=C2C=CC=CC12)CCN 2-(2H-indazol-2-yl)ethan-1-amine